ClC1=CC=NC2=CC(=C(C=C12)C(=O)N)OCC(C)O 4-chloro-7-(2-hydroxypropoxy)quinoline-6-carboxamide